NC1=NN=C(S1)C1=NC=CC=C1N[C@H](C)C=1C=C(C=C2C(C(=C(OC12)C1=CC=CC=C1)C)=O)C 8-[(1R)-1-[[2-(5-Amino-1,3,4-thiadiazol-2-yl)-3-pyridyl]amino]ethyl]-3,6-dimethyl-2-phenyl-chromen-4-one